ClC1=CC=C(C=C1)N1C(=NN=C1CN1C=NC=C1)[C@@H]1CC[C@H](CC1)OC1=NC=CC=C1 trans-2-[4-[4-(4-chlorophenyl)-5-(imidazol-1-ylmethyl)-1,2,4-triazol-3-yl]cyclohexyl]oxy-pyridine